Menthylether C1(CC(C(CC1)C(C)C)OC1CC(CCC1C(C)C)C)C